ClC(C1=C(C=C(C=C1)N=C=O)N=C=O)(Cl)Cl 1-trichloromethyl-2,4-diisocyanatobenzene